[Br-].C(CCCCCCC)C1=C(C=CC=C1)P(C1=CC=CC=C1)C1=CC=CC=C1 octyl-triphenylphosphine bromide